FC1=C(C=CC=C1)N1CCC(CC1)CN1[C@@H]([C@H]([C@@H]([C@H](C1)O)O)O)C (2R,3R,4R,5S)-1-((1-(2-fluorophenyl)piperidin-4-yl)methyl)-2-methylpiperidin-3,4,5-triol